C1(=CC=CC=C1)C12CNCC2C1CO (1-phenyl-3-azabicyclo[3.1.0]hexane-6-yl)methanol